CC=CCCCCC 2-Octen